undecyl 1-acetylpyrrolidine-2-carboxylate C(C)(=O)N1C(CCC1)C(=O)OCCCCCCCCCCC